FC=1C=C(C=CC1)[C@@H]([C@@H]1N([C@@H](CC1)C[C@H]1CN(CCC1)S(=O)(=O)C)C(=O)OC(C)(C)C)O tert-butyl (2R,5S)-2-((S)-(3-fluorophenyl)-(hydroxy)methyl)-5-(((S)-1-(methylsulfonyl)piperidin-3-yl)methyl)pyrrolidine-1-carboxylate